(S)-1-Tert-butyl 2-methyl 4,4-difluoropyrrolidine-1,2-dicarboxylate FC1(C[C@H](N(C1)C(=O)OC(C)(C)C)C(=O)OC)F